3-bromo-4-[(2,4-difluorobenzyl)oxy]-1-[4-(1-hydroxy-1-methylethyl)benzyl]-6-methylpyridin-2(1H)-one BrC=1C(N(C(=CC1OCC1=C(C=C(C=C1)F)F)C)CC1=CC=C(C=C1)C(C)(C)O)=O